(R)-1-(3-(8-(allyloxy)imidazo[1,2-a]pyrazin-6-yl)phenyl)-N-ethylethan-1-amine C(C=C)OC=1C=2N(C=C(N1)C=1C=C(C=CC1)[C@@H](C)NCC)C=CN2